N1N=C(C=C1)NCCNC(OC(C)(C)C)=O tert-butyl N-[2-(1H-pyrazol-3-ylamino)ethyl]carbamate